IC1=CC(=NC(=C1)N1CCOCC1)N[C@@H]1COCCC1 4-iodo-6-(morpholin-4-yl)-N-[(3S)-oxacyclohexan-3-yl]Pyridin-2-amine